C1(CC1)C=1C(=C2C=NNC2=CC1)CNC(CC=1SC=CC1)=O N-((5-cyclopropyl-1H-indazol-4-yl)methyl)-2-(2-thienyl)acetamide